FC=1C(=NC=C(C1)F)C(C)N (3,5-difluoropyridin-2-yl)ethanamine